N4,N4''-bis(tri-p-tolylphosphoranylidene)-[1,1':4',1''-terphenyl]-4,4''-diamine C1(=CC=C(C=C1)P(=NC1=CC=C(C=C1)C1=CC=C(C=C1)C1=CC=C(C=C1)N=P(C1=CC=C(C=C1)C)(C1=CC=C(C=C1)C)C1=CC=C(C=C1)C)(C1=CC=C(C=C1)C)C1=CC=C(C=C1)C)C